2-ethyl-4,5,6,7-tetrahydro-1-benzothiophen-3-amine hydrochloride Cl.C(C)C=1SC2=C(C1N)CCCC2